[6-(3-cyclopropyl-1,2,4-triazol-1-yl)-2-azaspiro[3.3]heptan-2-yl]-[3-[4-[1-(2H-tetrazol-5-yl)cyclopropyl]phenyl]azetidin-1-yl]methanone C1(CC1)C1=NN(C=N1)C1CC2(CN(C2)C(=O)N2CC(C2)C2=CC=C(C=C2)C2(CC2)C=2N=NNN2)C1